Methyl-trioxo-rhenium C[Re](=O)(=O)=O